5-(((1,3-dioxoisoindol-2-yl)oxy)methyl)thiophene-2-carboxylic acid ethyl ester C(C)OC(=O)C=1SC(=CC1)CON1C(C2=CC=CC=C2C1=O)=O